bis(7-(4-(4-(benzo[b]thiophen-4-yl)piperazin-1-yl)butoxy)quinolin-2-yl) dodecanedioate C(CCCCCCCCCCC(=O)OC1=NC2=CC(=CC=C2C=C1)OCCCCN1CCN(CC1)C1=CC=CC=2SC=CC21)(=O)OC2=NC1=CC(=CC=C1C=C2)OCCCCN2CCN(CC2)C2=CC=CC=1SC=CC12